C(C1=CC=CC=C1)SC1=NC(=CC=C1F)C 2-Benzylsulfanyl-3-fluoro-6-methyl-pyridine